BrC1=C(C=O)C=C(C=C1)C(F)(F)F 2-bromo-5-(trifluoromethyl)-benzaldehyde